NO[SiH3] Aminooxysilan